BrC1=CC(=C(C(=C1)NC[C@H]1OCC1)NC(CCl)=O)F (S)-N-(4-bromo-2-fluoro-6-((oxetane-2-ylmethyl)amino)phenyl)-2-chloroacetamide